C(CCCC)(=O)OOC(CCCC)=O di-valeroyl peroxide